COC1CC(C1)C(=O)NC=1SC(=CN1)OC1=NC=C(N=C1)N1CCOCC1 3-methoxy-N-(5-((5-morpholinopyrazin-2-yl)oxy)thiazol-2-yl)cyclobutane-1-carboxamide